O1CCN(CC1)C(=O)C1=NN(C=C1)CC=1SC(=CC1)C1=NOC(=N1)C(F)(F)F morpholino-[1-[[5-[5-(trifluoromethyl)-1,2,4-oxadiazol-3-yl]-2-thienyl]methyl]pyrazol-3-yl]methanone